3-isopropyl-4H-pyrido[1,2-a]pyrimidin-4-one C(C)(C)C1=CN=C2N(C1=O)C=CC=C2